2-((allyloxy)carbonyl)benzo[b]thiophen C(C=C)OC(=O)C1=CC2=C(S1)C=CC=C2